CC1=CC=CC=2[C@H](COC21)C[C@H](NC(=O)[C@H]2[C@@H]1CC[C@H](C2)O1)B(O)O [(1R)-2-[(3R)-7-methyl-2,3-dihydro-1-benzofuran-3-yl]-1-{[(1S,2R,4R)-7-oxabicyclo[2.2.1]heptan-2-yl]formamido}ethyl]boronic acid